2-chloro-9-([4-[5-methyl-3-(trifluoromethyl)pyrazol-1-yl]phenyl]methyl)purin-8-one ClC1=NC=C2NC(N(C2=N1)CC1=CC=C(C=C1)N1N=C(C=C1C)C(F)(F)F)=O